N[C@H](CCCC(=O)O)C1=C(C(=CC(=C1)C)C=O)O (5R)-5-AMINO-5-(3-FORMYL-2-HYDROXY-5-METHYLPHENYL)PENTANOIC ACID